4-(6-(6-(4-methoxypyridin-3-yl)-4-methyl-1H-pyrazolo[4,3-c]pyridin-1-yl)-4-((2R,3S)-2-methyl-3-((methylsulfonyl)methyl)azetidin-1-yl)pyridin-2-yl)morpholine COC1=C(C=NC=C1)C1=CC2=C(C(=N1)C)C=NN2C2=CC(=CC(=N2)N2CCOCC2)N2[C@@H]([C@H](C2)CS(=O)(=O)C)C